N[C@@H](CNC1=NC(=C2C(=N1)N(N=C2)C)NC2CC1(COC1)C2)C2=CC=CC=C2 N6-[(2R)-2-amino-2-phenyl-ethyl]-1-methyl-N4-(2-oxaspiro[3.3]heptan-6-yl)pyrazolo[3,4-d]pyrimidine-4,6-diamine